P(=S)([O-])([O-])[O-].C(CCC)[Mo+2]CCCCCCCC.P(=S)([O-])([O-])[O-].C(CCC)[Mo+2]CCCCCCCC.C(CCC)[Mo+2]CCCCCCCC butyl-octyl-molybdenum thiophosphate